ClC1=C2C(=NN(C2=CC=C1)S(=O)(=O)C1=CC=C(C=C1)C)N1CC(C(C1)F)(F)F 4-chloro-1-(p-tolylsulfonyl)-3-(3,3,4-trifluoropyrrolidin-1-yl)indazole